N-(3-methyldimethoxysilylpropyl)-4,5-dihydroimidazole C[Si](CCCN1C=NCC1)(OC)OC